(S)-10-benzyl-7-bromo-6-fluoro-2-methyl-9,10-dihydro-8-oxa-2,4,10a-triazanaphtho[2,1,8-cde]azulene-1(2H)-one C(C1=CC=CC=C1)[C@H]1COC2=C3C4=C(N(C(N14)=O)C)C=NC3=CC(=C2Br)F